(S)-2,2-difluoro-1-(5-fluoro-1-neopentyl-6-(2-(trifluoromethyl)pyridin-3-yl)-1H-indol-3-yl)ethan-1-amine FC([C@@H](N)C1=CN(C2=CC(=C(C=C12)F)C=1C(=NC=CC1)C(F)(F)F)CC(C)(C)C)F